C(CCCCCCCCCCCCC)(=O)NCCC[NH2]=O myristamidopropyl-amine oxide